1-(dicyanomethylene)-3-indanone C(#N)C(=C1CC(C2=CC=CC=C12)=O)C#N